2-(3-{[2-(fluoromethoxy)-4-methanesulfonylphenyl]amino}prop-1-yn-1-yl)-N-[(1R,4R)-4-(morpholin-4-yl)cyclohexyl]-1-(2,2,2-trifluoroethyl)-1H-indol-4-amine FCOC1=C(C=CC(=C1)S(=O)(=O)C)NCC#CC=1N(C=2C=CC=C(C2C1)NC1CCC(CC1)N1CCOCC1)CC(F)(F)F